P(=O)([O-])([O-])[O-].[Al+3].OCC(CO)(CO)CO pentaerythritol aluminum phosphate